C(C)(C)(C)C=1C=C(C=C(C1OC)C(C)(C)C)PC1=CC(=C(C(=C1)C(C)(C)C)OC)C(C)(C)C bis(3,5-di-tert-butyl-4-methoxyphenyl)phosphine